3a,4,5,9b-tetrahydro-3H-cyclopenta[c]quinoline-4,8-dicarboxylic acid C1=CCC2C(NC=3C=CC(=CC3C21)C(=O)O)C(=O)O